(S)-N-(5-((3-((6-methoxypyrimidin-4-yl)oxy)piperidin-1-yl)methyl)thiazol-2-yl)acetamide COC1=CC(=NC=N1)O[C@@H]1CN(CCC1)CC1=CN=C(S1)NC(C)=O